N-hydroxyacrylic acid amide ONC(C=C)=O